C(C)(C)N isopropyLamine